6-(3,5-dimethylpyrazol-1-yl)-2-[1-[2-(2-methylphenoxy)acetyl]piperidin-4-yl]pyridazin-3-one CC1=NN(C(=C1)C)C=1C=CC(N(N1)C1CCN(CC1)C(COC1=C(C=CC=C1)C)=O)=O